C1(CC1)C1=CC(=NC=C1)N1N=CC(=C1)S(=O)(=O)NC=1C2=C(C=NC1OC)C=NN2C 1-(4-cyclopropylpyridin-2-yl)-N-(6-methoxy-1-methyl-1H-pyrazolo[4,3-c]pyridin-7-yl)-1H-pyrazole-4-sulfonamide